O1C=CC=2C=NC=C(C21)N[C@@H]2CN(CC2)C(=O)OC(C)(C)C tert-butyl (S)-3-(furo[3,2-c]pyridin-7-ylamino)pyrrolidine-1-carboxylate